CN1[C@@H]2CN[C@@H]2CC1 (1R,5R)-2-methyl-2,6-diazabicyclo[3.2.0]heptan